(S)-3-methyl-6-((1-phenylethyl)amino)pyrimidine-2,4(1h,3h)-dione CN1C(NC(=CC1=O)N[C@@H](C)C1=CC=CC=C1)=O